(4aR,10bS)-1-((S)-1-(4-methoxyphenyl)ethyl)-1,2,3,4,4a,5,6,10b-octahydro-1,10-phenanthroline COC1=CC=C(C=C1)[C@H](C)N1CCC[C@H]2CCC3=CC=CN=C3[C@@H]12